(5R,5'S)-1'-(N-methyl-N-((2,2,2-trifluoroacetyl)-L-alanyl)-L-leucyl)-6-oxo-7,8-dihydro-6H-spiro[imidazo[1,2-a]pyrazine-5,3'-pyrrolidine]-5'-carboxamide CN([C@@H](CC(C)C)C(=O)N1C[C@]2(C[C@H]1C(=O)N)C(NCC=1N2C=CN1)=O)C([C@@H](NC(C(F)(F)F)=O)C)=O